N-((5-(2-((6-methoxy-2-methylquinazolin-4-yl)thio)acetyl)thiophen-2-yl)methyl)cyclopropanecarboxamide COC=1C=C2C(=NC(=NC2=CC1)C)SCC(=O)C1=CC=C(S1)CNC(=O)C1CC1